CN1C=NC=C1C(=O)ON=CC1=CC=C(C=C1)F 4-Fluorobenzaldehyde-O-(1-methyl-1H-imidazole-5-carbonyl) oxime